amino-N-(2,6-dichloro-2'-(trifluoromethoxy)-[1,1'-biphenyl]-4-yl)-2-(4-(methylsulfonyl)phenyl)propionamide 2-ethylhexyl-(methylhexyl)terephthalate C(C)C(CC=1C(=C(C(=O)O)C=CC1C(=O)O)C(CCCCC)C)CCCC.NC(C(=O)NC1=CC(=C(C(=C1)Cl)C1=C(C=CC=C1)OC(F)(F)F)Cl)(C)C1=CC=C(C=C1)S(=O)(=O)C